7,8-benzoflavone O=C1C=C(C2C=CC=CC=2)OC2C1=CC=C1C=CC=CC=21